N-((R)-(3-chloro-4-fluorophenyl)(4-(trifluoromethyl)bicyclo[2.2.2]oct-1-yl)methyl)-3-oxopiperazine-1-carboxamide ClC=1C=C(C=CC1F)[C@H](NC(=O)N1CC(NCC1)=O)C12CCC(CC1)(CC2)C(F)(F)F